C(C)(C)(C)OC(C1=C(C(=CC=C1)C[C@@H](B1OC2(C3C(C(CC2O1)C3)(C)C)C)NC(=O)C3=CC=C1CNC(=NC1=C3)NCC3=C(C=C(C=C3)OC)OC)OC)=O tert-butyl-3-((2R)-2-(2-(2,4-dimethoxybenzylamino)-3,4-dihydroquinazoline-7-carboxamido)-2-(2,9,9-trimethyl-3,5-dioxa-4-bora-tricyclo[6.1.1.02,6]dec-4-yl)ethyl)-2-methoxybenzoate